4-(2-((4-((2,3-dimethylphenyl)amino)quinazolin-6-yl)amino)-2-oxoethyl)-N-hydroxybenzamide CC1=C(C=CC=C1C)NC1=NC=NC2=CC=C(C=C12)NC(CC1=CC=C(C(=O)NO)C=C1)=O